C1(=CC=CC=C1)C1=C(C(=CC(=C1)[N+]1=C(C=C(C=C1C1=CC=CC=C1)C1=CC=CC=C1)C1=CC=CC=C1)C1=CC=CC=C1)[O-] 2,6-Diphenyl-4-(2,4,6-triphenyl-1-pyridinio)phenolate